ClC=1C2=C(N=C(N1)C(C)C)C=CC=N2 4-chloro-2-isopropylpyrido[3,2-d]pyrimidine